[4-(5-tert-butyl-1,2,4-oxadiazol-3-yl)-3,5-difluoro-phenyl]-[4-(5-chlorooxazolo[4,5-b]pyridin-2-yl)piperazin-1-yl]methanone C(C)(C)(C)C1=NC(=NO1)C1=C(C=C(C=C1F)C(=O)N1CCN(CC1)C=1OC=2C(=NC(=CC2)Cl)N1)F